ethyl 6-amino-2-[(2S,3R)-3-[tert-butyl (dimethyl) silyl] oxy-2-(cyclopentoxy)-3-(3,5-dimethoxy-4-methyl-phenyl) propyl]-1,3-benzothiazole-4-carboxylate NC=1C=C2C(N=C(S2)C[C@@H]([C@@H](C2=CC(=C(C(=C2)OC)C)OC)O[Si](C)(C)C(C)(C)C)OC2CCCC2)=C(C1)C(=O)OCC